CC1(OC=2C=C(C(=C(C2C2=C1C=CC(=C2)C)O)C2=NN=C(N2)C)CCCCC)C 6,6,9-trimethyl-2-(5-methyl-4H-1,2,4-triazol-3-yl)-3-pentyl-6H-benzo[c]chromen-1-ol